2-(3-(3-((R)-fluoro(4-methyl-4H-1,2,4-triazol-3-yl)methyl)oxetan-3-yl)phenyl)-6-(((S)-3-(hydroxymethyl)piperidin-1-yl)methyl)-4-(trifluoromethyl)isoindolin-1-one F[C@H](C1(COC1)C=1C=C(C=CC1)N1C(C2=CC(=CC(=C2C1)C(F)(F)F)CN1C[C@H](CCC1)CO)=O)C1=NN=CN1C